1-ethynylcyclopropane-1-carboxylic acid C(#C)C1(CC1)C(=O)O